COC(OC)=O.OC1=CC=C(C=C1)C(C)(C)C1=CC=C(C=C1)O bisphenol a bismethyl-carbonate